2-(3,7-dimethylocta-2,6-dien-1-yl)-4-(morpholinosulfonyl)-5-pentylbenzene-1,3-diol CC(=CCC1=C(C=C(C(=C1O)S(=O)(=O)N1CCOCC1)CCCCC)O)CCC=C(C)C